ethylenediaminetetrapropionic acid tetrasodium salt C(CN(CCC(=O)[O-])CCN(CCC(=O)[O-])CCC(=O)[O-])C(=O)[O-].[Na+].[Na+].[Na+].[Na+]